trimethyl-disilazane rel-tert-butyl-(1R,4R,6R)-6-amino-2-azabicyclo[2.2.1]heptane-2-carboxylate C(C)(C)(C)OC(=O)N1[C@H]2[C@@H](C[C@@H](C1)C2)N.C[Si](N[SiH3])(C)C |o1:8,9,11|